N-(N,N-dimethyl-1,2,3,4-tetrahydro-2-aminodibenzo-fur-8-yl)-1,2,3-triazole-4-carboxamide fumarate C(\C=C\C(=O)O)(=O)O.CN(C1CC2=C(OC3=C2C=C(C=C3)NC(=O)C=3N=NNC3)CC1)C